2-amino-5-(4-((1R,5S)-3-(2-morpholinoethyl)-3-azabicyclo[3.1.0]hex-1-yl)phenyl)nicotinic acid methyl ester COC(C1=C(N=CC(=C1)C1=CC=C(C=C1)[C@@]12CN(C[C@H]2C1)CCN1CCOCC1)N)=O